4-(6-((3S,4S)-3-amino-4-(pyridin-2-yloxy)pyrrolidin-1-yl)pyridin-3-yl)-6-ethoxypyrazolo[1,5-a]pyridine-3-carbonitrile N[C@H]1CN(C[C@@H]1OC1=NC=CC=C1)C1=CC=C(C=N1)C=1C=2N(C=C(C1)OCC)N=CC2C#N